FC=1C=CC(=NC1)C1=NC(=NC2=NC(=C(N=C12)C)C)N1C[C@@H](OCC1)C=1C=NN(C1)C (S)-4-(4-(5-fluoropyridin-2-yl)-6,7-dimethylpteridin-2-yl)-2-(1-methyl-1H-pyrazol-4-yl)morpholine